ClC1=C(C=CC=C1)[C@]1([C@H](CCCC1)NCCCN1C(=NC=C1)C)NC (1R,2S)-1-(2-chlorophenyl)-N1-methyl-N2-(3-(2-methyl-1H-imidazol-1-yl)-propyl)cyclohexane-1,2-diamine